COC1=C(C=CC(=C1)OC)NC1=NC(=NC=C1C(=O)O)NC1=C(C=CC=C1)OC 4-((2,4-dimethoxyphenyl)amino)-2-((2-methoxyphenyl)amino)pyrimidine-5-carboxylic acid